C(C)(C)(C)OC(=O)C1=CC=C(C=C1)C1=CC=C(C=C1)CCC(=O)O 3-(4'-(tert-butoxycarbonyl)-[1,1'-biphenyl]-4-yl)propionic acid